N1,N3-bis(5'-(tert-butyl)-[1,1':3',1''-terphenyl]-2'-yl)-5-(dibenzo[b,d]furan-4-yl)benzene-1,3-diamine C(C)(C)(C)C=1C=C(C(=C(C1)C1=CC=CC=C1)NC1=CC(=CC(=C1)C1=CC=CC2=C1OC1=C2C=CC=C1)NC1=C(C=C(C=C1C1=CC=CC=C1)C(C)(C)C)C1=CC=CC=C1)C1=CC=CC=C1